CCOC(=O)C1=C(C(=C(S1)NC(=O)/C=C/C2=C(N(N=C2)C)C)C(=O)OC(C)C)C The molecule is a secondary carboxamide, an ethyl ester, an isopropyl ester, a member of thiophenes and a member of pyrazoles.